OC(C)C=1C=C(\C=N\NC(=O)C2=NC(=CN=C2)C2=CC=C(C=C2)OC)C=C(C1)OC (E)-N'-(3-(1-hydroxyethyl)-5-methoxybenzylidene)-6-(4-methoxyphenyl)pyrazine-2-carbohydrazide